ClC1=NC(=NC2=CC3=C(C=C12)C(C(N3C)=O)(CC)CC)C 4-chloro-6,6-diethyl-2,8-dimethyl-6,8-dihydro-7H-pyrrolo[3,2-g]quinazolin-7-one